N-{7-[1-(4-chloro-2-methylphenoxy)ethyl]-[1,2,4]triazolo[1,5-a]pyrimidin-2-yl}-N'-methoxy-formamidine ClC1=CC(=C(OC(C)C2=CC=NC=3N2N=C(N3)NC=NOC)C=C1)C